3-(4-chlorophenyl)-5-[2-(3,5-dimethyl-1H-pyrazol-4-yl)-ethyl]-2-methyl-1H-pyrazolo[1,5-a]-pyrimidin-7-one ClC1=CC=C(C=C1)C1=C(NN2C1=NC(=CC2=O)CCC=2C(=NNC2C)C)C